FC([C@](CNC(=O)C1=NC(=C(C=C1N)C(F)(F)F)C1=CC=C(C=C1)F)(C)O)(F)F 3-Amino-6-(4-fluoro-phenyl)-5-trifluoromethyl-pyridine-2-carboxylic acid ((R)-3,3,3-trifluoro-2-hydroxy-2-methyl-propyl)-amide